2-methyl-1,2-benzisothiazol-3-one CN1SC2=C(C1=O)C=CC=C2